BrC=1C=C(C=CC1)C[C@H](C(=O)O)[C@@H]1CN(CC1)C(=O)OC(C)(C)C (S)-3-(3-bromophenyl)-2-((R)-1-(tert-butoxycarbonyl)pyrrolidin-3-yl)propanoic acid